(cyclopropanecarbonyl)-4-(4-ethyl-5-phenyl-1H-1,2,3-triazol-1-yl)pyrrolidin C1(CC1)C(=O)N1CCC(C1)N1N=NC(=C1C1=CC=CC=C1)CC